NC=1N=C(SC1C(=O)C1=CC=NC=C1)N(C1=CC(=C(C=C1)OC(F)F)F)C(C(=O)N)C [N-[4-Amino-5-(pyridin-4-carbonyl)thiazol-2-yl]-4-(difluoromethoxy)-3-fluoroanilino]propanamid